C(C1=CC=CC=C1)OC(=O)N1C[C@H](CC1)OCC(=O)O (S)-2-((1-((benzyloxy)carbonyl)pyrrolidin-3-yl)oxy)acetic acid